C(C)(C)(C)C=1C=C(C=CC1)NCC(CC1=NNC(O1)=O)O 5-[3-(3-tert-Butylphenylamino)-2-hydroxypropyl]-1,3,4-oxadiazol-2(3H)-one